C(C1=CC=CC=C1)C1=C(C(=C(C=C1)O)C(C)(C)C1=CC=CC=C1)CC1=CC=CC=C1 dibenzyl-cumyl-phenol